CC1=CC(=CC(=N1)N1C(CC2C1C(NC1=C(NC2)C=CC=C1)=O)=O)C(F)(F)F (6-methyl-4-(trifluoromethyl)pyridin-2-yl)-1,3a,4,5,10,11a-hexahydro-2H-benzo[b]pyrrolo[2,3-f][1,4]diazocine-2,11(3H)-dione